CC1=CC(=CN1C1=NC=CC=C1)C(=O)OC methyl 5-methyl-1-(pyridin-2-yl)pyrrole-3-carboxylate